NC=1C=C(C(=O)NC=2C=C(C=CC2[Si](OCC)(OCC)OCC)C(C(F)(F)F)(C(F)(F)F)C2=CC(=C(C=C2)[Si](OCC)(OCC)OCC)NC(C2=CC(=CC=C2)N)=O)C=CC1 2,2-bis(3-(3-aminobenzoylamino)-4-triethoxysilylphenyl)hexafluoropropane